(4-(4,4,5,5-tetramethyl-1,3,2-dioxaborolan-2-yl)benzyl)-6-nonenamide CC1(OB(OC1(C)C)C1=CC=C(CC(C(=O)N)CCCC=CCC)C=C1)C